C(C)(C)OC=1C=CC(=NC1)NC1=NC(=NS1)C1=NC=CC(=C1)OC N-(5-isopropoxypyridin-2-yl)-3-(4-methoxypyridin-2-yl)-1,2,4-thiadiazol-5-amine